OC[C@@H](CC(C)C)NC1=NC(=NC(=N1)C[C@@H](C)C1=CC=CC=C1)NS(=O)(=O)C N-(4-(((R)-1-hydroxy-4-methylpent-2-yl)amino)-6-((R)-2-phenylpropyl)-1,3,5-triazin-2-yl)methanesulfonamide